N-(6-amino-5-ethylpyridin-3-yl)-2-(4-(2-cyclopropylacetyl)-2-(4-fluorophenyl)-5-methylpiperazin-1-yl)-2-oxoacetamide NC1=C(C=C(C=N1)NC(C(=O)N1C(CN(C(C1)C)C(CC1CC1)=O)C1=CC=C(C=C1)F)=O)CC